N-[4-chloro-6-(morpholin-4-yl)pyridin-2-yl]Methanesulfonamide ClC1=CC(=NC(=C1)N1CCOCC1)NS(=O)(=O)C